The molecule is a bisulfonated derivative of genistein. It derives from a genistein. It is a conjugate acid of a genistein 4',7-disulfate(2-). C1=CC(=CC=C1C2=COC3=CC(=CC(=C3C2=O)O)OS(=O)(=O)O)OS(=O)(=O)O